C[C@H]1CN2C=3C(=C(SC3C(N1)=O)C1=C3C(=NC=C1)NC=C3)OCC2 (S)-7-methyl-2-(1H-pyrrolo[2,3-b]pyridin-4-yl)-4,5,7,8-tetrahydro-3-oxa-1-thia-5a,8-diazabenzo[cd]azulen-9(6H)-one